FC1(CN(CCC1C1=CC=C2C(=NN(C2=C1)C)C1CNCCC1)CC1CCNCC1)F 3-[6-[3,3-difluoro-1-(4-piperidylmethyl)-4-piperidyl]-1-methyl-indazol-3-yl]piperidine